7-chloro-4-(3,3-difluoro-4,4-dimethyl-pyrrolidin-1-yl)-2-(2,4-dimethoxypyrimidin-5-yl)pyrazolo[1,5-a]pyrazine ClC1=CN=C(C=2N1N=C(C2)C=2C(=NC(=NC2)OC)OC)N2CC(C(C2)(C)C)(F)F